C(C)(C)(C)OC(=O)N1C[C@H]2C([C@H]2C1)C1=NOC(C1)(C)C (1R,5S,6r)-6-(5,5-dimethyl-4,5-dihydro-1,2-oxazol-3-yl)-3-azabicyclo[3.1.0]hexane-3-carboxylic acid tert-butyl ester